ethyl 3-bromo-8-tert-butyl-2-methylimidazo[1,2-b]pyridazine-7-carboxylate BrC1=C(N=C2N1N=CC(=C2C(C)(C)C)C(=O)OCC)C